4-(2-piperidinoethyl)pyridine N1(CCCCC1)CCC1=CC=NC=C1